1-((1s,4s)-4-((5-([1,2,4]triazolo[1,5-a]pyridin-7-yl)-4-methoxy-7H-pyrrolo[2,3-d]pyrimidin-2-yl)amino)cyclohexyl)pyrrolidin-2-one N=1C=NN2C1C=C(C=C2)C2=CNC=1N=C(N=C(C12)OC)NC1CCC(CC1)N1C(CCC1)=O